[C@@H]1([C@@H](O)[C@H](O)[C@H](O1)CO)N1C(=O)N=C(N)C=C1 1-(β-D-arabino-furanosyl)-cytosine